CC=1C=C(C=CC1C)N(C1=CC2=C(C3=C(O2)C=C2C4=CC=5OC6=C(C5C=C4C(C2=C3)(C)C)C=CC(=C6)N(C6=CC=C(C=C6)C6=CC=C(C=C6)C6=CC=CC=C6)C6=CC(=C(C=C6)C)C)C=C1)C1=CC=C(C=C1)C1=CC=C(C=C1)C1=CC=CC=C1 N,N'-bis(3,4-dimethylphenyl)-14,14-dimethyl-N,N'-di(1,1':4',1''-terphenyl-4-yl)-14H-dibenzo[d,d']fluoreno[3,2-b:6,7-b']difuran-3,10-diamine